NC1=C(C=C(N=N1)C1=C(C(=CC=C1)F)O)N1C[C@H]2COC[C@@H](C1)N2C2=CC(=CC(=C2)OC2CCNCC2)F 2-[6-amino-5-[(1R,5S)-9-[3-fluoro-5-(4-piperidyloxy)phenyl]-3-oxa-7,9-diazabicyclo[3.3.1]nonan-7-yl]pyridazin-3-yl]-6-fluoro-phenol